1-cyclohexyl-p-menthane-3,9-diol C1(CCCCC1)C1(CC(C(CC1)C(CO)C)O)C